(3,4-dimethylbenzoyl)-D-leucine CC=1C=C(C(=O)N[C@H](CC(C)C)C(=O)O)C=CC1C